diallyldibutylammonium hydroxide [OH-].C(C=C)[N+](CCCC)(CCCC)CC=C